NC1=NC=NC2=C1C=1C=3C(C(N(CC1N2C(C)C)CCC=2C=NN(C2)C)=O)=C(ON3)C3CC3 11-amino-3-cyclopropyl-7-isopropyl-5-(2-(1-methyl-1H-pyrazol-4-yl)ethyl)-6,7-dihydroisoxazolo[4,3-c]pyrimido[5',4':4,5]pyrrolo[3,2-e]azepin-4(5H)-one